tert-Butyl N-{2-[2-(2-{3-[5-(5-methoxypyridine-2-amido)-1,3-benzoxazol-2-yl]-6-oxo-1,6-dihydropyridazin-1-yl}ethoxy)ethoxy]ethyl}carbamate COC=1C=CC(=NC1)C(=O)NC=1C=CC2=C(N=C(O2)C2=NN(C(C=C2)=O)CCOCCOCCNC(OC(C)(C)C)=O)C1